The molecule is a pyranoindole that is notoamide S in which the phenolic hydrosy group at position 6 of the indole moiety has formal addition to the 3-methylbut-2-en-1-yl group at postion 7 of the indole moiety to give the corresponding 7,7-dimethyl-1,7-dihydropyrano[2,3-g]indole derivative. Isolated from a mussel-derived Aspergillus species. It has a role as a mycotoxin. It is a dipeptide, a pyrrolopyrazine, a notoamide and a pyranoindole. It derives from a notoamide S. CC1(C=CC2=C(O1)C=CC3=C2NC(=C3C[C@H]4C(=O)N5CCC[C@H]5C(=O)N4)C(C)(C)C=C)C